2'-((3-(pyrazolo[1,5-a]pyrimidin-3-yl)-1H-pyrazol-4-yl)amino)spiro[cyclopropane-1,5'-pyrrolo[2,3-d]pyrimidin]-6'(7'H)-one N1=CC(=C2N1C=CC=N2)C2=NNC=C2NC=2N=CC1=C(N2)NC(C12CC2)=O